BrC=1C=C2C(=NC1)CC(C2)C(=O)O 3-bromo-6,7-dihydro-5H-cyclopenta[b]pyridine-6-carboxylic Acid